4-(1-(4-(2-bromoethoxy)phenyl)-2-phenylbut-1-en-1-yl)phenol BrCCOC1=CC=C(C=C1)C(=C(CC)C1=CC=CC=C1)C1=CC=C(C=C1)O